3-(3-(naphthalen-1-yl)propenyl)-4-phenyloxazolidin-2-one C1(=CC=CC2=CC=CC=C12)CC=CN1C(OCC1C1=CC=CC=C1)=O